C(C)(C)(C)OC(=O)N1C2COCC1CN(C2)CC2=C(N=C1N2C=CC=C1)C1=NC=C(C=C1)Cl tert.-Butyl-7-{[2-(5-chloropyridin-2-yl)imidazo[1,2-a]-pyridin-3-yl]methyl}-3-oxa-7,9-diazabicyclo[3.3.1]nonane-9-carboxylate